CN(C1=NC2=CC=CC=C2C=N1)C 2-(dimethylamino)quinazolin